FC(C(=O)N(C)CCO)(F)F 2,2,2-trifluoro-N-(2-hydroxyethyl)-N-methylacetamide